4-Biphenyl C1=CC=C(C=C1)C2=CC=CC=C2